FC(CO)(F)F trifluoro-ethanol